FC(C(=O)C(CCC[C@H](N)C(=O)O)N)(F)F 6-trifluoroacetyl-L-lysine